COC1CCN(CC1)C1=NC=CC(=N1)NC=1N=CC2=C(C=CC(=C2C1)C(CNC(C=C)=O)(C)C)N1[C@@H]([C@H](C1)CS(=O)(=O)C)C N-(2-(3-((2-(4-methoxypiperidin-1-yl)pyrimidin-4-yl)amino)-8-((2R,3S)-2-methyl-3-((methylsulfonyl)methyl)azetidin-1-yl)isoquinolin-5-yl)-2-methylpropyl)acrylamide